1-(6-(thiophen-3-yl)pyridin-3-yl)-1H-pyrrolo[2,3-b]pyridine S1C=C(C=C1)C1=CC=C(C=N1)N1C=CC=2C1=NC=CC2